tert-butyl (trans)-3-fluoro-4-(((5-fluoro-2-((((trans)-4-hydroxycyclohexyl)thio)methyl)-4-oxo-3,4-dihydroquinazolin-7-yl)oxy)methyl)piperidine-1-carboxylate F[C@@H]1CN(CC[C@H]1COC1=CC(=C2C(NC(=NC2=C1)CS[C@@H]1CC[C@H](CC1)O)=O)F)C(=O)OC(C)(C)C